NC1=NC2=C(C=3N1N=C(N3)C3=CC=CC=C3)C=NN2CCC2=CC=CC=C2 5-amino-2-phenyl-7-phenethyl-7H-pyrazolo[4,3-e][1,2,4]triazolo[1,5-c]pyrimidine